2,3,4,6-tetra-O-acetyl-alpha-D-glucopyranosyl bromide CC(=O)OC[C@@H]1[C@H]([C@@H]([C@H]([C@H](O1)Br)OC(=O)C)OC(=O)C)OC(=O)C